2-(bis(3-chloro-4-fluorophenyl)methyl)-N-(1-methylpiperidin-4-yl)-1H-imidazole ClC=1C=C(C=CC1F)C(C=1N(C=CN1)C1CCN(CC1)C)C1=CC(=C(C=C1)F)Cl